5-amino-6-fluoro-2-((2'-methyl-2',3'-dihydro-1'H-spiro[cyclopropane-1,4'-isoquinolin]-7'-yl)amino)-7-(8-methyl-2,3-dihydro-1H-pyrido[2,3-b][1,4]oxazin-7-yl)quinazoline-8-carbonitrile NC1=C2C=NC(=NC2=C(C(=C1F)C1=C(C2=C(OCCN2)N=C1)C)C#N)NC1=CC=C2C3(CN(CC2=C1)C)CC3